C12CN(CC(CC1)O2)CC2(CC2)CO (1-((8-Oxa-3-azabicyclo[3.2.1]octan-3-yl)methyl)cyclopropyl)methanol